ClC=1C(=NC=C(C1)Cl)C(=O)[O-].[Na+] sodium 3,5-dichloropyridine-2-carboxylate